2,4-dimethyl-2,4-bis(2,4-dimethylphenyl)-6-(2-hydroxy-4-n-octyloxyphenyl)-s-triazine CC1(NC(=NC(N1)(C1=C(C=C(C=C1)C)C)C)C1=C(C=C(C=C1)OCCCCCCCC)O)C1=C(C=C(C=C1)C)C